CN1CCN(CC1)C1=CC=CC=2N(C=NC21)C(=O)NCCC2=CC=CC=C2 4-(4-Methylpiperazin-1-yl)-N-phenethyl-1H-benzo[d]imidazole-1-carboxamide